CN(C(CC)=O)CC1=CC=C(C=C1)C1=CC=C(C=C1)C(=O)NCC=1C=NC=CC1 4'-((N-methylpropanamidyl)methyl)-N-(pyridin-3-ylmethyl)-[1,1'-biphenyl]-4-carboxamide